COC=C(C)C=1C=C(C=CC1)C(C(=O)O)(C)C 2-(3-(1-methoxyprop-1-en-2-yl)phenyl)-2-methylpropanoic acid